4-iodobenzamide-3,5-d2 IC1=C(C=C(C(=O)N)C=C1[2H])[2H]